3-iodo-7-(1-((2-methoxyethyl)amino)ethyl)-9-(trifluoromethyl)-4H-pyrido[1,2-a]pyrimidin-4-one IC1=CN=C2N(C1=O)C=C(C=C2C(F)(F)F)C(C)NCCOC